ClC1=CC=C(CC2C(N(C3CC23)C2=CC(=NN2)C2=CN=NC=C2)=O)C=C1 endo-4-(4-chlorobenzyl)-2-(3-(pyridazin-4-yl)-1H-pyrazol-5-yl)-2-azabicyclo-[3.1.0]hexan-3-one